C(C)(C)C1=C(C=C(C=C1)[N+](=O)[O-])S(=O)(=O)NCCC1=NC=CC=C1 2-isopropyl-5-nitro-N-(2-(pyridin-2-yl)ethyl)benzenesulfonamide